The molecule is a hydroxyisoflavanone that is (3S)-isoflavanone substituted by hydroxy groups at positions 5 and 4' and methoxy groups at positions 7 and 2' respectively. It has been isolated from Crotalaria lachnophora. It has a role as a plant metabolite. It is a hydroxyisoflavanone and a methoxyisoflavanone. It derives from a (3S)-isoflavanone. COC1=CC(=C2C(=C1)OC[C@@H](C2=O)C3=C(C=C(C=C3)O)OC)O